FC=1C=C(C(=NC1)N)C(=C)C1=CC=CC=C1 5-fluoro-3-(1-phenylvinyl)pyridin-2-amine